tert-butyl ((2S)-1-(4-(2-bromo-4-fluorobenzoyl)-4-((trimethylsilyl)oxy)cyclohex-1-en-1-yl)propan-2-yl)carbamate BrC1=C(C(=O)C2(CC=C(CC2)C[C@H](C)NC(OC(C)(C)C)=O)O[Si](C)(C)C)C=CC(=C1)F